(4-((1-(3-(ethylamino)-5-(trifluoromethyl)phenyl)ethyl)amino)-6-methoxy-2-methylquinazolin-7-yl)(morpholino)methanone dimethyl-3,3'-dithiobispropionimidate COC(CCSSCCC(OC)=N)=N.C(C)NC=1C=C(C=C(C1)C(F)(F)F)C(C)NC1=NC(=NC2=CC(=C(C=C12)OC)C(=O)N1CCOCC1)C